OC=1C=C2C(=C(N(C2=CC1)CC1=CC=C(OCCCCN2CCN(CC2)C(COC2=CC=C(C=C2)C2C(NC(CC2)=O)=O)=O)C=C1)C1=CC=C(C=C1)O)C 3-(4-(2-(4-(4-(4-((5-Hydroxy-2-(4-hydroxyphenyl)-3-methyl-1H-indol-1-yl)-methyl)phenoxy)butyl)piperazin-1-yl)-2-oxoethoxy)phenyl)piperidine-2,6-dione